ClC=1C(=NC2=C3N=CC=CC3=CC=C2C1)C(C1=CC=CC=C1)=O chloro-2-benzoyl-1,10-phenanthroline